N1-(3-aminopropyl)-N4-hexylbutane-1,4-diamine NCCCNCCCCNCCCCCC